C(#N)OC1=CC=C(C=C1)C(C(C)(C)C)(CCC)C1=CC=C(C=C1)OC#N 3,3-bis(4-cyanooxyphenyl)-2,2-dimethylhexane